C[N+]1=CC=C(C=C1)C1=CC=[N+](C=C1)C1=CC(=CC(=C1)C)C 1-methyl-1'-(3,5-dimethylphenyl)-4,4'-bipyridinium